Cl.NN=C(N(N)N)N trisaminoguanidine hydrochloride